3-Methyl-1,3-dihydro-2,1-benzothiazol-2,2-dioxid CC1S(NC2=C1C=CC=C2)(=O)=O